4-((4-((3-chloro-2-hydroxy-4-((4-hydroxy-2-methoxy-6-methyl-benzoyl)oxy)-5,6-dimethylbenzoyl)oxy)-2,3,6-trimethylbenzoyl)oxy)-3-ethyl-2,5,6-trimethylbenzoic acid ClC=1C(=C(C(=O)OC2=C(C(=C(C(=O)OC3=C(C(=C(C(=O)O)C(=C3C)C)C)CC)C(=C2)C)C)C)C(=C(C1OC(C1=C(C=C(C=C1C)O)OC)=O)C)C)O